N(N)C(=O)C=1C=CC(=NC1)CN1N=NC=C1 1-((5-(hydrazinecarbonyl)pyridin-2-yl)methyl)-1H-1,2,3-triazol